C(C1=CC=CC=C1)(=O)OC1=C(C=CC=C1)[N+](=O)[O-] 2-Nitrophenyl benzoate